ClCC(=O)NCC=1C=C2C=3C(N(C2=CC1)C1=CC=C(C=C1)C(F)(F)F)=NN(C3)C 2-chloro-N-([2-methyl-8-[4-(trifluoromethyl)-phenyl]pyrazolo[3,4-b]indol-5-yl]methyl)acetamide